[Li].ClC1=C2C(=C(C(N(C2=CC=C1)C)=O)C(=O)NC1=CC=CC=C1)O 5-chloro-4-hydroxy-1-methyl-2-oxo-N-phenyl-quinoline-3-carboxamide Lithium Salt